FS(C1=CC(=C(N)C=C1)C#C[Si](C)(C)C)(F)(F)(F)F 4-(pentafluoro-λ6-sulfanyl)-2-(2-trimethylsilylethynyl)aniline